tert-butyl (R)-2-(8-bromo-6-cyano-3-(3-fluoro-4-methoxyphenyl)-4-oxo-3,4-dihydroquinazolin-2-yl)-4-oxopyrrolidine-1-carboxylate BrC=1C=C(C=C2C(N(C(=NC12)[C@@H]1N(CC(C1)=O)C(=O)OC(C)(C)C)C1=CC(=C(C=C1)OC)F)=O)C#N